N-benzyl-7-(4-bromo-3-chloro-benzoyl)-N-methyl-3-oxo-2-phenyl-6,8-dihydro-5H-imidazo[1,5-a]pyrazine-1-carboxamide C(C1=CC=CC=C1)N(C(=O)C=1N(C(N2C1CN(CC2)C(C2=CC(=C(C=C2)Br)Cl)=O)=O)C2=CC=CC=C2)C